C(N)(=O)C1=CC=C(C=C1)C1=CC=2C(=NC=CC2S1)N(C(C1=C(C=C(C=C1)C=1C=NN2C1CCCC2)F)=O)[C@H]2CNCCC2 (R)-N-(2-(4-carbamoylphenyl)thieno[3,2-c]pyridin-4-yl)-2-fluoro-N-(piperidin-3-yl)-4-(4,5,6,7-tetrahydropyrazolo[1,5-a]pyridin-3-yl)benzamide